1-(4-fluorobenzyl)cyclopropane-1-ol FC1=CC=C(CC2(CC2)O)C=C1